5-bromo-3-methyl-1-(4-(trifluoromethoxy)phenyl)pyridin-2(1H)-one BrC=1C=C(C(N(C1)C1=CC=C(C=C1)OC(F)(F)F)=O)C